C(CCCCCCCC)(=O)C([C@](O)([C@H](O)COC(CCCCCCCC)=O)C(CCCCCCCC)=O)O 1,2,4-O-trisnonoyl-erythritol